N-(methyl-d3)5-(4-((2-(trifluoromethyl)-3-oxo-4H-quinoxalin-6-yl)methyl)piperazine-1-yl)pyridine-2-carboxamide C(NC(=O)C1=NC=C(C=C1)N1CCN(CC1)CC=1C=C2NC(C(=NC2=CC1)C(F)(F)F)=O)([2H])([2H])[2H]